FC(C(=O)O)(F)F.FC(=C1CC2(CNC2)C1)F 6-(difluoromethylene)-2-azaspiro[3.3]heptane 2,2,2-trifluoroacetate